(12Z,15Z)-3-(((3-(diethylamino)propoxy)carbonyl)oxy)henicosa-12,15-dien-1-yl-6,6-bis(octyloxy)hexanoate C(C)N(CCCOC(=O)OC(CCOC(CCCCC(OCCCCCCCC)OCCCCCCCC)=O)CCCCCCCC\C=C/C\C=C/CCCCC)CC